methyl 2-(3-{2-formyl-3-[(4-methoxyphenyl)methoxy]phenoxy}azetidin-1-yl)pyridine-4-carboxylate C(=O)C1=C(OC2CN(C2)C2=NC=CC(=C2)C(=O)OC)C=CC=C1OCC1=CC=C(C=C1)OC